7-(1-isopropyl-1H-pyrazol-4-yl)-N-(6-(4-isopropyl-4H-1,2,4-triazol-3-yl)pyridin-2-yl)-1,2-dimethyl-1H-indole-3-carboxamide C(C)(C)N1N=CC(=C1)C=1C=CC=C2C(=C(N(C12)C)C)C(=O)NC1=NC(=CC=C1)C1=NN=CN1C(C)C